5-(1-(3,5-dichloropyridin-4-yl)ethoxy)-N-(4-((3S,5R)-3,5-dimethylpiperazin-1-yl)-3-fluorophenyl)-1H-indazole-3-carboxamide ClC=1C=NC=C(C1C(C)OC=1C=C2C(=NNC2=CC1)C(=O)NC1=CC(=C(C=C1)N1C[C@@H](N[C@@H](C1)C)C)F)Cl